1-methyl-4-(5-methyl-2-oxo-1,2-dihydroquinazolin-3(4H)-yl)cyclohexanecarboxylic acid CC1(CCC(CC1)N1C(NC2=CC=CC(=C2C1)C)=O)C(=O)O